Br[C@H]1COCC1 |r| rac-(R)-3-bromotetrahydrofuran